ethyltributylIsophthalic acid C(C)C1=C(C(=C(C(=C1C(=O)O)CCCC)C(=O)O)CCCC)CCCC